NC=1N=C(SC1C(C1=CC=C(C=C1)OCC(=O)NC1=CC(=CC=C1)C)=O)N(C1=CC=C(C=C1)F)C(C(=O)N)C (N-[4-amino-5-[4-[2-(3-methylanilino)-2-oxo-ethoxy]benzoyl]thiazol-2-yl]-4-fluoro-anilino)propanamide